ClC=1C(=NC(=NC1)C(=O)O)C1=C(C=CC=C1)F 5-chloro-4-(2-fluorophenyl)pyrimidine-2-carboxylic acid